tert-butyl 4-{5-[2-(cyclopropylamino)pyrimidin-4-yl]-4-[2-fluoro-3-(propane-1-sulfonamido)phenyl]-1,3-thiazol-2-yl}piperidine-1-carboxylate C1(CC1)NC1=NC=CC(=N1)C1=C(N=C(S1)C1CCN(CC1)C(=O)OC(C)(C)C)C1=C(C(=CC=C1)NS(=O)(=O)CCC)F